6-[[5-chloro-2-[(2R,6S)-2,6-dimethylmorpholin-4-yl]pyrimidin-4-yl]amino]-1-methyl-4-[(1-methyl-1-pyrimidin-2-yl-ethyl)amino]quinazolin-2-one ClC=1C(=NC(=NC1)N1C[C@H](O[C@H](C1)C)C)NC=1C=C2C(=NC(N(C2=CC1)C)=O)NC(C)(C1=NC=CC=N1)C